4-Biphenyl-3-yl-6-(4-bromophenyl)-2-(pyridin-3-yl)-pyrimidine C1(=CC(=CC=C1)C1=NC(=NC(=C1)C1=CC=C(C=C1)Br)C=1C=NC=CC1)C1=CC=CC=C1